N-(4-amino-phenyl)-acetamide NC1=CC=C(C=C1)NC(C)=O